ClC1=CC=C(C(=N1)F)C(CC(C=C)CO)=O 1-(6-chloro-2-fluoro-3-pyridyl)-3-methylol-pent-4-en-1-one